C(C)(C)(C)OC(N(C(C1=C(C=CC(=C1)Br)OCC=C)=O)C1=NC(=CC=C1)C1=NN=CN1CC=C)=O.C1(=CC=CC=C1)[Si](OC#CC(C)C)(OC#CC(C)C)OC#CC(C)C phenyltri(methylbutynyloxy)silane tert-butyl-(6-(4-allyl-4H-1,2,4-triazol-3-yl)pyridin-2-yl)(2-(allyloxy)-5-bromobenzoyl)carbamate